C(C)(C)(C)C1=NC2=NC(=CC=C2CC1)CCCCNCCNC(C)=O tert-butyl-7-(4-((2-acetamidoethyl)amino)butyl)-3,4-dihydro-1,8-naphthyridine